D-p-methylbenzenesulfonic acid CC1=CC=C(C=C1)S(=O)(=O)O